5-(2-ethoxy-5-ethylsulfonylphenyl)-1,4-dimethylpyridin-2-one C(C)OC1=C(C=C(C=C1)S(=O)(=O)CC)C=1C(=CC(N(C1)C)=O)C